3-[(4-amino-2,2-dioxo-1H-2,1,3-benzothiadiazin-5-yl)oxy]-2,2-dimethyl-N-propylpropionamide NC1=NS(NC2=C1C(=CC=C2)OCC(C(=O)NCCC)(C)C)(=O)=O